NC1=NC=NC=2N(C3=C(C=C(C=C3C21)C2=CC=NC=C2)C)CC(=O)N2C1CC1(CC2C(=O)NC2=NC(=CC=C2)Br)C 2-(2-(4-amino-8-methyl-6-(pyridin-4-yl)-9H-pyrimido[4,5-b]indol-9-yl)acetyl)-N-(6-bromopyridin-2-yl)-5-methyl-2-azabicyclo[3.1.0]hexane-3-carboxamide